2-chloro-5-(chloromethyl)-3-methylpyridine ClC1=NC=C(C=C1C)CCl